C1(=CC=CC=C1)C=1N=CC(=NC1C1=CC=CC=C1)N1CCC(CC1)CN (1-(5,6-diphenylpyrazin-2-yl)piperidin-4-yl)methanamine